FC(C1=NN2C(N=C(C=C2NC[C@@H](C2=CC=C(C=C2)F)N2C[C@H](CC2)CO)C(F)(F)F)=C1)(F)F ((S)-1-((R)-2-((2,5-bis(trifluoromethyl)pyrazolo[1,5-a]pyrimidin-7-yl)amino)-1-(4-fluorophenyl)ethyl)pyrrolidin-3-yl)methanol